(3R)-3-(6-chloro-2-(3-methyl-3,8-diazabicyclo[3.2.1]octane-8-carbonyl)-1,2,3,4-Tetrahydroisoquinolin-8-yl)morpholine-4-carboxylic acid tert-butyl ester C(C)(C)(C)OC(=O)N1[C@@H](COCC1)C=1C=C(C=C2CCN(CC12)C(=O)N1C2CN(CC1CC2)C)Cl